(1s,3s)-N1-(4-(3-isopropyl-1-methyl-1H-pyrazolo[3,4-b]pyridin-5-yl)pyrimidin-2-yl)cyclopentane-1,3-diamine HCl salt Cl.C(C)(C)C1=NN(C2=NC=C(C=C21)C2=NC(=NC=C2)N[C@@H]2C[C@H](CC2)N)C